(R)-3-(1-aminoethyl)-2-methoxybenzonitrile N[C@H](C)C=1C(=C(C#N)C=CC1)OC